C[C@H]1COC[C@@H](N1CC=1N(C2=CC(=CC=C2C(C1C)=O)C1=NC(=NC=C1F)N[C@@H]1[C@H]([C@H]2CC[C@@H](C1)O2)O)C(C)C)C 2-(((3S,5S)-3,5-dimethylmorpholino)methyl)-7-(5-fluoro-2-(((1R,2R,3S,5S)-2-hydroxy-8-oxabicyclo[3.2.1]octan-3-yl)amino)pyrimidin-4-yl)-1-isopropyl-3-methylquinolin-4(1H)-one